dimethyl-icosanamide CC(C(=O)N)(CCCCCCCCCCCCCCCCCC)C